N-(3-(dimethylcarbamoyl)-4-fluorophenyl)-4-(1H-pyrrolo[2,3-b]pyridin-5-yl)benzo[b]thiophene-2-carboxamide CN(C(=O)C=1C=C(C=CC1F)NC(=O)C1=CC2=C(S1)C=CC=C2C=2C=C1C(=NC2)NC=C1)C